2-di-tert-butylphosphino-2',4',6'-tri-iso-propyl-1,1'-biphenyl C(C)(C)(C)P(C1=C(C=CC=C1)C1=C(C=C(C=C1C(C)C)C(C)C)C(C)C)C(C)(C)C